tert-Butyl((S)-2-(4-(((3R,4R)-1-(2-cyanoacetyl)-4-methylpiperidin-3-yl)(methyl)amino)-7H-pyrrolo[2,3-d]pyrimidin-7-yl)-2-oxo-1-phenylethyl)carbamate C(C)(C)(C)OC(N[C@H](C(=O)N1C=CC2=C1N=CN=C2N(C)[C@H]2CN(CC[C@H]2C)C(CC#N)=O)C2=CC=CC=C2)=O